C(=C)CCP(O)=O vinylethylphosphinic acid